9-(1-((6-Chloro-2-(2-(methyl-d3)-2H-tetrazol-5-yl)pyridin-3-yl)amino)ethyl)-3-(1-(2-hydroxyacetyl)piperidin-4-yl)-4,7-dimethylimidazo[1,5-a]quinazolin-5(4H)-one ClC1=CC=C(C(=N1)C=1N=NN(N1)C([2H])([2H])[2H])NC(C)C=1C=C(C=C2C(N(C=3N(C12)C=NC3C3CCN(CC3)C(CO)=O)C)=O)C